CC1=NN(C(=C1C=1C=NN2C1C=C(C=C2)C2=CC(=CO2)C(=O)OCC)C)CC(F)(F)F ethyl 5-[3-[3,5-dimethyl-1-(2,2,2-trifluoroethyl)pyrazol-4-yl]pyrazolo[1,5-a]pyridin-5-yl]furan-3-carboxylate